C[C@H](C#C)NC(=O)C1CNCCC1 |r| piperidine-3-carboxylic acid ((1RS)-1-methyl-prop-2-ynyl)-amide